8-[benzyl-[8-(4-pentylnonanoyloxy)octyl]amino]octyl 4-pentylnonanoate C(CCCC)C(CCC(=O)OCCCCCCCCN(CCCCCCCCOC(CCC(CCCCC)CCCCC)=O)CC1=CC=CC=C1)CCCCC